O=C1NC2=C(OC1)C(=CC=C2)C(=O)O 3-Oxo-3,4-dihydro-2H-benzo[b][1,4]oxazine-8-carboxylic acid